N1C(NCC1)=O imidazolidine-2-one